methyl 2-(9-((4-(aminomethyl)phenyl)carbamoyl)-4,5-dihydrobenzo[b]thieno[2,3-d]oxepin-8-yl)-5-(isobutylcarbamoyl)benzoate NCC1=CC=C(C=C1)NC(=O)C1=CC2=C(OCCC3=C2SC=C3)C=C1C1=C(C(=O)OC)C=C(C=C1)C(NCC(C)C)=O